arsenic tritelluride [As].[As].[Te].[Te].[Te]